ClC=1C(=C(C=O)C=CC1)C=1C=NN(C1)C1OCCCC1 chloro-2-(1-(tetrahydro-2H-pyran-2-yl)-1H-pyrazol-4-yl)benzaldehyde